8-((4-bromo-2-fluorophenyl)amino)-2-(2-hydroxyethyl)-7-methyl-3,4-dihydro-2,7-naphthyridine-1,6(2H,7H)-dione trifluoroacetate salt FC(C(=O)O)(F)F.BrC1=CC(=C(C=C1)NC=1N(C(C=C2CCN(C(C12)=O)CCO)=O)C)F